4-hydroxytetrahydro-2H-pyran-2-carboxylic acid OC1CC(OCC1)C(=O)O